OC(CS(=O)(=O)N)(C)C1=NC(=CC=C1)C=1N=NN(N1)CC1=CC(=CC=C1)OC(F)(F)F 2-hydroxy-2-(6-(2-(3-(trifluoromethoxy)benzyl)-2H-tetrazol-5-yl)pyridin-2-yl)propane-1-sulfonamide